COC(C1=C(C=CC=C1)C1CCC1)=O cyclobutylbenzoic acid methyl ester